C(C)O[Si](C(CCCC)CCl)(OCC)OCC triethoxy(chloromethylpentyl)silane